C(C)(C)(C)OC(=O)N1[C@@H](CN(C[C@@H]1C)C1=CC=C(C=2N=C(C(=NC12)OC)C)C(=O)OC)C methyl 8-[(3R,5S)-4-(tert-butoxycarbonyl)-3,5-dimethylpiperazin-1-yl]-2-methoxy-3-methylquinoxaline-5-carboxylate